2-(2-chloro-3'-(7-cyano-5-(hydroxymethyl)benzo[d]oxazol-2-yl)-2'-methylbiphenyl-3-ylcarbamoyl)-1-methyl-4,6-dihydropyrrolo[3,4-d]imidazole-5(1H)-carboxylic acid tert-butyl ester C(C)(C)(C)OC(=O)N1CC=2N(C(=NC2C1)C(NC=1C(=C(C=CC1)C1=C(C(=CC=C1)C=1OC2=C(N1)C=C(C=C2C#N)CO)C)Cl)=O)C